ClC1=CC(=C(N=N1)C(=C)OCC)OC 6-chloro-3-(1-ethoxyvinyl)-4-methoxy-pyridazine